N[C@@H]1[C@H](CCCC1)C1=C(C2=NC(=CC(=C2S1)NCC=1SC=CC1)Cl)Br 2-((1s,2s)-2-aminocyclohexyl)-3-bromo-5-chloro-N-(thiophen-2-ylmethyl)thieno[3,2-b]pyridin-7-amine